benzyl 4-(8-(tert-butoxycarbonyl)-3,8-diazabicyclo[3.2.1]octan-3-yl)-2-chloro-5,7-dihydro-6H-pyrrolo[3,4-d]pyrimidine-6-carboxylate C(C)(C)(C)OC(=O)N1C2CN(CC1CC2)C=2C1=C(N=C(N2)Cl)CN(C1)C(=O)OCC1=CC=CC=C1